2-((1-methyl-3-(oxetan-3-yloxy)-1H-pyrazol-4-yl)amino)-7-((trans)-3-methyltetrahydro-2H-pyran-4-yl)-7H-pyrrolo[2,3-d]pyrimidine-6-carbonitrile CN1N=C(C(=C1)NC=1N=CC2=C(N1)N(C(=C2)C#N)[C@H]2[C@@H](COCC2)C)OC2COC2